1-(4-bromophenyl)-2-(tert-butyldimethylsilyloxy)ethanamine BrC1=CC=C(C=C1)C(CO[Si](C)(C)C(C)(C)C)N